OC1=C2C=CC(OC2=CC(=C1C(=O)N[C@@H]1CN(CCC1)C(=O)OC(C)(C)C)CCCCC)(CCC=C(C)C)C tert-butyl (3S)-3-(5-hydroxy-2-methyl-2-(4-methylpent-3-en-1-yl)-7-pentyl-2H-chromene-6-carboxamido)piperidine-1-carboxylate